Benzyl ((1S)-1-(4,4-difluorocyclohexyl)-2-oxo-2-((4-(3,3,3-trifluoro-1-(4,4,4-trifluorobutanamido)propyl)pyridin-2-yl)amino)ethyl)carbamate FC1(CCC(CC1)[C@@H](C(NC1=NC=CC(=C1)C(CC(F)(F)F)NC(CCC(F)(F)F)=O)=O)NC(OCC1=CC=CC=C1)=O)F